C1(CCC1)C=1C(=NN(C1NC(C[C@H]1C(C(C1)(F)F)(F)F)=O)C)C1=CC=C(C=C1)F (R)-N-(4-cyclobutyl-3-(4-fluorophenyl)-1-methyl-1H-pyrazol-5-yl)-2-(2,2,3,3-tetrafluorocyclobutyl)acetamide